di-(isobutenoyl)-silane C(C(=C)C)(=O)[SiH2]C(C(=C)C)=O